BrC=1C=CC2=C(N=C(S2)C=2CCN(CC2)C)C1 5-bromo-2-(1-methyl-1,2,3,6-tetrahydropyridin-4-yl)benzo[d]thiazole